BrC1=CC=C2C=3CC4=C(C(C3NC2=C1)(C)C)C=C(C(=C4)C#N)OC 3-Bromo-8-methoxy-6,6-dimethyl-6,11-dihydro-5H-benzo[b]carbazole-9-carbonitrile